The molecule is a dialkyl ketone with methyl and nonyl as the two alkyl groups. It has a role as a rodenticide and a plant metabolite. It is a dialkyl ketone and a methyl ketone. CCCCCCCCCC(=O)C